ClC1=C(NC(=C1Cl)C)C(=O)N[C@H]1[C@H](CN(CC1)C1=NC=C(C=N1)C(C)(C)O)OC 3,4-dichloro-N-((3S,4R)-1-(5-(2-hydroxypropan-2-yl)pyrimidin-2-yl)-3-methoxypiperidin-4-yl)-5-methyl-1H-pyrrole-2-carboxamide